3-methoxy-4-((5-(2-methoxyethoxy)pyrimidin-2-yl)amino)-N-(5-(5-methyl-1H-pyrazol-1-yl)-1,3,4-thiadiazol-2-yl)-2-oxo-2H-pyran-6-carboxamide COC=1C(OC(=CC1NC1=NC=C(C=N1)OCCOC)C(=O)NC=1SC(=NN1)N1N=CC=C1C)=O